BrC1=CC=C(C(=N1)C)OC1C(N(CC1)C(=O)OC(C)(C)C)=O tert-butyl 3-[(6-bromo-2-methylpyridin-3-yl)oxy]-2-oxopyrrolidine-1-carboxylate